C(C)(C)(C)OC(=O)N1C(N(C2=C1C=CC(=C2)C)CC2=C(C=CC=C2)OC)=O 3-(2-methoxybenzyl)-5-methyl-2-oxo-2,3-dihydro-1H-benzo[d]imidazole-1-carboxylic acid tert-butyl ester